FC(C1=C(C(=CC=C1)C(F)(F)F)COC=1C=NC(=NC1)N1N=C(C=C1)CO)(F)F [1-(5-{[2,6-bis(trifluoromethyl)phenyl]methoxy}pyrimidin-2-yl)pyrazol-3-yl]methanol